BrC=1C=CC(=C(C1)[C@H]1CC=2N(C(NC2C)=S)C1)F (R)-6-(5-bromo-2-fluorophenyl)-1-methyl-2,5,6,7-tetrahydro-3H-pyrrolo[1,2-c]imidazole-3-thione